α,α-dimethylbenzyl hydroperoxide CC(C1=CC=CC=C1)(C)OO